(Z)-(4-azidobut-2-en-1-yl)benzene N(=[N+]=[N-])C\C=C/CC1=CC=CC=C1